4-methoxy-N-[(2S)-4-methyl-1-oxo-1-({(2S)-3-oxo-1-[(3S)-2-oxopiperidin-3-yl]-4-phenoxybutan-2-yl}amino)pentan-2-yl]-1H-indole-2-carboxamide COC1=C2C=C(NC2=CC=C1)C(=O)N[C@H](C(N[C@@H](C[C@H]1C(NCCC1)=O)C(COC1=CC=CC=C1)=O)=O)CC(C)C